2-(2-hydroxypropan-2-yl)thiazole-4-sulfonimidamide OC(C)(C)C=1SC=C(N1)S(=O)(N)=N